C(C)N(CCOC1=CC=C(C=C1)NC=1N=CC2=C(N1)N(C(C(=C2)C2=CC=CC=C2)=O)CCO)CC 2-((4-(2-(diethylamino)ethoxy)phenyl)amino)-8-(2-hydroxyethyl)-6-phenylpyrido[2,3-d]pyrimidin-7(8H)-one